Methyl 4-(((1H-pyrazol-4-yl)methyl)amino)-3-methoxy-5-nitrobenzoate N1N=CC(=C1)CNC1=C(C=C(C(=O)OC)C=C1[N+](=O)[O-])OC